tert-butyl 4-(2-(1-(4-((2,6-dioxopiperidin-3-yl)amino)phenyl)piperidin-4-yl)ethyl)piperidine-1-carboxylate O=C1NC(CCC1NC1=CC=C(C=C1)N1CCC(CC1)CCC1CCN(CC1)C(=O)OC(C)(C)C)=O